4-(3,4-difluorophenyl)-5-fluorothiazol-2-amine FC=1C=C(C=CC1F)C=1N=C(SC1F)N